Dibenzyldithiole C(C1=CC=CC=C1)C1=CC(SS1)CC1=CC=CC=C1